Methyl 5-chloro-1,3-dimethyl-2-oxoindoline-6-carboxylate ClC=1C=C2C(C(N(C2=CC1C(=O)OC)C)=O)C